ClC1N(CC=C1Cl)C(=O)OC(C)(C)C t-butyl 2,3-dichloro-3-pyrroline-1-carboxylate